FC(C1=NN(C(=C1)CC)C1=NC(=CC=C1C(C)O)N1C=NC2=C1C=CC(=C2)NC=2N=NC(=CC2)C)F 1-[2-[3-(difluorometh-yl)-5-ethyl-pyrazol-1-yl]-6-[5-[(6-methyl-pyridazin-3-yl)amino]-benzimidazol-1-yl]-3-pyridyl]ethanol